CC1(OCC[C@@H](O1)CNC(=O)C=1C2=C(SC1NC1=C(C=C(C=C1)I)F)C(CCC2)=O)C (R)-N-((2,2-dimethyl-1,3-dioxan-4-yl)methyl)-2-((2-fluoro-4-iodophenyl)amino)-7-oxo-4,5,6,7-tetrahydrobenzo[b]thiophene-3-carboxamide